BrCC(=O)C1COC2=C(C=CC=C2C1)CCC(=O)OC methyl 3-[3-(2-bromoacetyl)chroman-8-yl]propanoate